5-[[(1R)-1-(5-Fluoro-2-pyridyl)ethyl]amino]-7-[5-methyl-1-(4-piperidyl)triazol-4-yl]imidazo[1,2-a]pyridine-3-carbonitrile FC=1C=CC(=NC1)[C@@H](C)NC1=CC(=CC=2N1C(=CN2)C#N)C=2N=NN(C2C)C2CCNCC2